O1COC2=C1C=CC(=C2)CNC(=O)C2CN(CCC2)C(=O)C2=NNC(=C2)C2=CC=NC=C2 N-[(2H-1,3-benzodioxol-5-yl)methyl]-1-[5-(pyridin-4-yl)-1H-pyrazole-3-carbonyl]piperidine-3-carboxamide